FC1OC=CO1 fluoro-1,3-dioxole